OC(CC1=C(C=C(C=C1)C)N1N=C2C(=N1)C=CC(=C2)Cl)CC(C)(C)C 2-(2'-hydroxy-3'-tert-butyl-5'-methyl-propyl-phenyl)-5-chlorobenzotriazole